C1(=CC=CC=C1)S(=O)(=O)N1C2=NC=C3N(C(N(C3=C2C=C1)C1CCC(CC1)(C)NC(OC(C)(C)C)=O)=O)C tert-butyl N-[4-[10-(benzenesulfonyl)-5-methyl-4-oxo-3,5,8,10-tetrazatricyclo[7.3.0.02,6]dodeca-1,6,8,11-tetraen-3-yl]-1-methyl-cyclohexyl]carbamate